(R)-6-(2-((2,5-bis(trifluoromethyl)pyrazolo[1,5-a]pyrimidin-7-yl)amino)-1-(4-fluorophenyl)ethyl)-2,6-diazaspiro[3.4]octane-2-carboxamide FC(C1=NN2C(N=C(C=C2NC[C@@H](C2=CC=C(C=C2)F)N2CC3(CN(C3)C(=O)N)CC2)C(F)(F)F)=C1)(F)F